C1(CC1)COC1=C(C(=O)NCC2=CC(=C(C=C2)OC)F)C(=CC=C1N1C=NN=C1)OCC1CC1 2,6-bis(cyclopropylmethoxy)-N-(3-fluoro-4-methoxybenzyl)-3-(4H-1,2,4-triazol-4-yl)benzamide